N-((6S,7S)-5-((R)-oxetane-2-carbonyl)-6-((2,2',5-trifluoro-[1,1'-biphenyl]-3-yl)methyl)-5-azaspiro[2.4]heptan-7-yl)methanesulfonamide O1[C@H](CC1)C(=O)N1CC2(CC2)[C@@H]([C@@H]1CC=1C(=C(C=C(C1)F)C1=C(C=CC=C1)F)F)NS(=O)(=O)C